2-(acryloyloxymethyl)-4-trifluoromethyloxy-butane C(C=C)(=O)OCC(C)CCOC(F)(F)F